C1(CC1)NC(C1=C(C=C(C=C1OC)C1=CN=C2N1C=CC(=C2)OC[C@@H]2CN(CC2)CCO)OC(F)F)=O N-cyclopropyl-2-(difluoromethoxy)-4-[7-[[(3S)-1-(2-hydroxyethyl)pyrrolidin-3-yl]methoxy]imidazo[1,2-a]pyridin-3-yl]-6-methoxy-benzamide